(R)-(2-(4-(4-methylpyrazolo[1,5-a]pyridin-2-yl)-1,4,6,7-tetrahydro-5H-imidazo[4,5-c]pyridin-5-yl)pyrimidin-4-yl)(phenyl)methanone CC=1C=2N(C=CC1)N=C(C2)[C@@H]2N(CCC1=C2N=CN1)C1=NC=CC(=N1)C(=O)C1=CC=CC=C1